6-methyl-2-(trifluoromethyl)-5,6-dihydrobenzo[h][1,6]naphthyridin-5,5-d2-7-amine CN1C(C=2C=CC(=NC2C=2C1=C(C=CC2)N)C(F)(F)F)([2H])[2H]